N'-cyano-N-cyclohexyl-6-[4-fluoro-2-[5-fluoro-2-(methylsulfanyl)phenyl]pyrrolidin-1-yl]imidazo[1,2-b]pyridazine-3-carboximidamide C(#N)N=C(NC1CCCCC1)C1=CN=C2N1N=C(C=C2)N2C(CC(C2)F)C2=C(C=CC(=C2)F)SC